2-hydroxy-1,2,3-benzotriazin-4(3H)-one ON1NC2=C(C(N1)=O)C=CC=C2